1-(((S)-2-(2-(benzofuran-6-carbonyl)-5,7-dichloro-1,2,3,4-tetrahydroisoquinoline-6-carboxamido)-3-(3-(methylsulfonyl)phenyl) propanoyl)oxy)ethyl 5-((R)-1,2-dithiolan-3-yl)pentanoate S1S[C@@H](CC1)CCCCC(=O)OC(C)OC([C@H](CC1=CC(=CC=C1)S(=O)(=O)C)NC(=O)C=1C(=C2CCN(CC2=CC1Cl)C(=O)C1=CC2=C(C=CO2)C=C1)Cl)=O